3-(3-((tert-butyldimethylsilyl)oxy)-1,1,1-trifluoropropan-2-yl)-1-ethyl-1-((R)-1-(3-(8-methoxyimidazo[1,2-a]pyrazin-6-yl)phenyl)ethyl)urea [Si](C)(C)(C(C)(C)C)OCC(C(F)(F)F)NC(N([C@H](C)C1=CC(=CC=C1)C=1N=C(C=2N(C1)C=CN2)OC)CC)=O